FC1=C(C=C(C=C1)F)CC#N 2-(2,5-difluorophenyl)-acetonitrile